BrC1=C(C=CC2=CC=CC=C12)SC (1-bromonaphthalen-2-yl)(methyl)sulfane